ClC=1C(=CC2=C(C[C@](O2)(C2=CC=CC=C2)[C@H]2N(CCC2)C(=O)OC(C)(C)C)C1C1=C(C(=CC=C1C#N)OCCO)F)F tert-butyl (S)-2-((2S,4S)-5-chloro-4-(6-cyano-2-fluoro-3-(2-hydroxyethoxy)phenyl)-6-fluoro-2-phenyl-2,3-dihydrobenzofuran-2-yl)pyrrolidine-1-carboxylate